sec-butyl-tris-(2-methoxyethoxy)silane C(C)(CC)[Si](OCCOC)(OCCOC)OCCOC